2-{[(4-{bis[(4-methoxyphenyl)methyl]amino}pyrimidin-5-yl)methyl]amino}ethan-1-ol COC1=CC=C(C=C1)CN(C1=NC=NC=C1CNCCO)CC1=CC=C(C=C1)OC